C(C(=C)C)(=O)OCCOCCO Hydroxyethoxyethyl methacrylate